C(C)(=O)C1=NN(C2=C(C=C(C=C12)C=1C=NC(=NC1)C)C)CC(=O)N1[C@@H]2C[C@@]2(C[C@H]1C(=O)NCC1CC1)C (1R,3S,5R)-2-(2-(3-acetyl-7-methyl-5-(2-methylpyrimidin-5-yl)-1H-indazol-1-yl)acetyl)-N-(cyclopropylmethyl)-5-methyl-2-azabicyclo[3.1.0]hexane-3-carboxamide